methyl (1r,3r)-1-(2,6-difluoro-4-((Z)-(1-(3-fluoropropyl) pyrrolidin-3-ylidene) methyl) phenyl)-2-(2,2-difluoropropyl)-3-methyl-2,3,4,9-tetrahydro-1H-pyrido[3,4-b]indole-7-carboxylate FC1=C(C(=CC(=C1)\C=C\1/CN(CC1)CCCF)F)[C@H]1N([C@@H](CC2=C1NC1=CC(=CC=C21)C(=O)OC)C)CC(C)(F)F